N-{3-[2-(2-cyano-2-methylideneethyl)-1-oxo-2,3-dihydro-1H-isoindol-4-yl]-2-methylphenyl}acetamide C(#N)C(CN1C(C2=CC=CC(=C2C1)C=1C(=C(C=CC1)NC(C)=O)C)=O)=C